N-[4-(1,1-Dimethylethyl)phenyl]-1-naphthalenamine CC(C)(C)C1=CC=C(C=C1)NC1=CC=CC2=CC=CC=C12